tert-butyl 2-[5-[5-[1-(3-fluoro-1H-pyrrolo[2,3-b]pyridin-4-yl) ethoxy]-1-tetrahydropyran-2-yl-indazol-3-yl]-2-pyridyl]-2,7-diazaspiro[3.5]nonane-7-carboxylate FC1=CNC2=NC=CC(=C21)C(C)OC=2C=C1C(=NN(C1=CC2)C2OCCCC2)C=2C=CC(=NC2)N2CC1(C2)CCN(CC1)C(=O)OC(C)(C)C